(1r,5s,6r)-N,N-diethyl-3-[9-(3-methyl-1,2,4-oxadiazol-5-yl)-3-oxa-9-azabicyclo[3.3.1]non-7-yl]-3-azabicyclo[3.1.0]hexane-6-carboxamide C(C)N(C(=O)C1[C@H]2CN(C[C@@H]12)C1CC2COCC(C1)N2C2=NC(=NO2)C)CC